BrC=1C=C(C=C2C(C3=C(OC12)C1=CC=CC=C1CO3)=O)C 11-Bromo-9-methyl-isochromeno[4,3-b]chromen-7(5H)-one